4-(OXAZOL-4-YL)ANILINE O1C=NC(=C1)C1=CC=C(N)C=C1